C(#N)C=1C=C(C=CC1)C=1N=C(SC1C1=CC(=NC(=C1)C)C(F)F)NC(=O)N1CC2(CC1)OCCNC2 N-[4-(3-cyanophenyl)-5-[2-(difluoromethyl)-6-methyl-4-pyridyl]thiazol-2-yl]-6-oxa-2,9-diazaspiro[4.5]decane-2-carboxamide